N(=O)N(O)C1CCCCC1 N-nitroso-N-cyclohexyl-hydroxylamine